dimethyl-3-(2-(methyl(2-(piperidin-1-yl)quinazolin-4-yl)amino)ethoxy)benzamide CC1=C(C(=C(C(=O)N)C=C1)C)OCCN(C1=NC(=NC2=CC=CC=C12)N1CCCCC1)C